ClC1=C(C=C(C=C1)NC1=C(C=NC2=CC(=C(C=C12)NC(=O)NC1CCN(CC1)C)OCC)C#N)OC 1-(4-((4-chloro-3-methoxyphenyl)amino)-3-cyano-7-ethoxyquinolin-6-yl)-3-(1-methylpiperidin-4-yl)urea